3-chloro-5-(5-chloropyrimidin-2-yl)oxy-2-methyl-4-(4,4,4-trifluorobutyl)quinoline ClC=1C(=NC2=CC=CC(=C2C1CCCC(F)(F)F)OC1=NC=C(C=N1)Cl)C